2,4-diethylthiazolon C(C)C=1S(C=C(N1)CC)=O